N-benzyl-2-(2-methoxyphenyl)acetamide C(C1=CC=CC=C1)NC(CC1=C(C=CC=C1)OC)=O